(S)-6-(((1-(1-(tert-butyl)piperidin-4-yl)-1H-1,2,3-triazol-4-yl)(6-chloro-4-methylpyridin-3-yl)methyl)amino)-8-chloro-4-((3-chloro-4-fluorophenyl)amino)quinoline-3-carbonitrile C(C)(C)(C)N1CCC(CC1)N1N=NC(=C1)[C@H](C=1C=NC(=CC1C)Cl)NC=1C=C2C(=C(C=NC2=C(C1)Cl)C#N)NC1=CC(=C(C=C1)F)Cl